CC1=C(C(=CC=C1)C)C1=NC(=NC(=C1)C(CCO)C)N(S(=O)(=O)C=1C=C(C(=O)OC)C=CC1)COC Methyl 3-[[4-(2,6-dimethylphenyl)-6-(3-hydroxy-1-methyl-propyl)pyrimidin-2-yl]-(methoxymethyl)sulfamoyl]benzoate